2-{3-[(1,3-benzothiazol-2-yl)amino]-4-cyclopropyl-5H,6H,7H-pyrrolo[2,3-c]pyridazin-7-yl}-1,3-thiazole-4-carboxylic acid S1C(=NC2=C1C=CC=C2)NC2=C(C1=C(N=N2)N(CC1)C=1SC=C(N1)C(=O)O)C1CC1